4-(4-amino-2-fluorophenoxy)-3-phenylpyridin-2-amine NC1=CC(=C(OC2=C(C(=NC=C2)N)C2=CC=CC=C2)C=C1)F